FC=1C(=C(C(N)(F)F)C=CC1)F tetra-fluorobenzylamine